ClC1=C(C=C2CCN(C2=C1)C1=NC=NC2=CC=C(C=C12)C=1C=C2C(=NC1)NC=C2)F 4-(6-chloro-5-fluoro-indolin-1-yl)-6-(1H-pyrrolo[2,3-b]pyridin-5-yl)quinazoline